C1(CCC1)N1C[C@@H]([C@@H](CC1)O)NC(CN1N=C(N2C(C1=O)=CC(=N2)C2CC2)C(C)C)=O N-((3s,4r)-1-cyclobutyl-4-hydroxypiperidin-3-yl)-2-(2-cyclopropyl-7-isopropyl-4-oxopyrazolo[1,5-d][1,2,4]triazin-5(4H)-yl)acetamide